(S)-3-(3-benzyl-3-methylureido)-2-(5,7-dichloro-2-(3-chlorobenzyl)-1-oxo-1,2,3,4-tetrahydroisoquinoline-6-carboxamido)propanoic acid C(C1=CC=CC=C1)N(C(NC[C@@H](C(=O)O)NC(=O)C=1C(=C2CCN(C(C2=CC1Cl)=O)CC1=CC(=CC=C1)Cl)Cl)=O)C